5-bromo-4-(tert-butoxycarbonylamino)thiophene-2-carboxylic acid BrC1=C(C=C(S1)C(=O)O)NC(=O)OC(C)(C)C